(S,2R)-N'-(((R)-2-fluoro-1,2,3,5,6,7-hexahydro-s-indacen-4-yl)carbamoyl)-2-methyl-2,3-dihydropyrazolo[5,1-b]oxazole-7-sulfonimidamide F[C@@H]1CC2=CC=3CCCC3C(=C2C1)NC(=O)N=[S@@](=O)(N)C=1C=NN2C1O[C@@H](C2)C